3-chloro-pyridine-2-carboxylic acid (2-methylamino-5-trifluoromethyl-phenyl)-amide CNC1=C(C=C(C=C1)C(F)(F)F)NC(=O)C1=NC=CC=C1Cl